methanol methacrylate C(C(=C)C)(=O)OC